(1S,4s)-4-(2-(((R)-2-(3-Fluorophenyl)-2-hydroxyethyl)amino)-2-methyl-propyl)cyclohexane-1-carbonitrile FC=1C=C(C=CC1)[C@H](CNC(CC1CCC(CC1)C#N)(C)C)O